C(C)OC=1C=C(C=CC1OC)I 3-Ethoxy-4-methoxyiodobenzene